C(C=C)(=O)ON[C@@H](CC1=CC=C(C=C1)O)C(=O)O acryloyl-oxytyrosine